N(=[N+]=[N-])CCOC1C(C1)(F)F 2-(2-azidoethoxy)-1,1-difluorocyclopropane